(R)-3,6-dimethyl-2-(methylsulfonyl)-8-(1-((2-(methylsulfonyl)phenyl)amino)ethyl)quinazolin-4(3H)-one CN1C(=NC2=C(C=C(C=C2C1=O)C)[C@@H](C)NC1=C(C=CC=C1)S(=O)(=O)C)S(=O)(=O)C